((4-Nitrophenoxy)(phenoxy)phosphoryl)-L-alanine 2-(benzyloxy)-2-methylpropyl ester C(C1=CC=CC=C1)OC(COC([C@@H](NP(=O)(OC1=CC=CC=C1)OC1=CC=C(C=C1)[N+](=O)[O-])C)=O)(C)C